bis[3-(4-hydroxybenzyl)-4-hydroxy-5-ethylphenyl]methane OC1=CC=C(CC=2C=C(C=C(C2O)CC)CC2=CC(=C(C(=C2)CC)O)CC2=CC=C(C=C2)O)C=C1